C1(=CC=CC=C1)C(C(C)C1=C(C=CC=C1)C)=O 1-phenyl-2-(o-tolyl)propan-1-one